NC1=NC=C(C(=O)NC2=NC(=CC=C2)C(F)F)C=C1OC(F)F 6-amino-5-(difluoromethoxy)-N-(6-(difluoromethyl)pyridin-2-yl)nicotinamide